tert-butyl (2S,4S)-2-(2-bromo-4-(tert-butoxycarbonyl)phenyl)-4-hydroxypiperidine-1-carboxylate BrC1=C(C=CC(=C1)C(=O)OC(C)(C)C)[C@H]1N(CC[C@@H](C1)O)C(=O)OC(C)(C)C